N[C@@H]([C@@H](C)CC)C(=O)C1(SCCCC1)N isoleucyl-thian-amine